CSC1=CC=C(O1)C(=O)OC methyl 5-methylsulfanylfuran-2-carboxylate